FC1=C(C=C(OC2CC(C2)NC(OC(C)(C)C)=O)C=C1)C(F)(F)F tert-butyl ((1s,3s)-3-(4-fluoro-3-(trifluoromethyl)phenoxy)cyclobutyl)carbamate